((R,2S,4R)-4-((5-(4-((R)-7-chloro-1,2,3,4-tetrahydroisoquinolin-1-yl)-5-methylthiophene-2-carbonyl)pyrimidin-4-yl)amino)-2-hydroxycyclopentyl)methyl sulfamate S(N)(OC[C@@H]1[C@H](C[C@@H](C1)NC1=NC=NC=C1C(=O)C=1SC(=C(C1)[C@@H]1NCCC2=CC=C(C=C12)Cl)C)O)(=O)=O